CC(C)(C)OC(=O)N1[C@@H]2CC[C@H]1CC(C2)N N-Boc-exo-3-aminotropane